N-(3-(7-fluoro-2-((2-methoxy-4-morpholinylphenyl)amino)quinazolin-8-yl)phenyl)acrylamide FC1=CC=C2C=NC(=NC2=C1C=1C=C(C=CC1)NC(C=C)=O)NC1=C(C=C(C=C1)N1CCOCC1)OC